S1NC=CC2=C1SC=C2 2h-thieno[3,2-e]-1,2-thiazine